γ-glycidoxypropyl(methyl)dimethoxysilane C(C1CO1)OCCC[Si](OC)(OC)C